FC(C1N(C1)C1=CC=CC=2N(C=NC21)COCC[Si](C)(C)C)(F)F 4-(2-(trifluoromethyl)-aziridin-1-yl)-1-((2-(trimethylsilyl)ethoxy)methyl)-1H-benzo[d]imidazole